CC([C@H](C1=NC=CC=C1)NC(=O)C=1C=2C[C@@H]3[C@H](C2N(N1)C1=NC=C(C=C1F)F)C3)(C)C (1aR,5aR)-2-(3,5-Difluoro-pyridin-2-yl)-1a,2,5,5a-tetrahydro-1H-2,3-diaza-cyclopropa[a]pentalene-4-carboxylic acid ((R)-2,2-dimethyl-1-pyridin-2-yl-propyl)-amide